BrC=1C=C(C=CC1F)CN1CC2(C1)CCN(C2)C 2-[(3-bromo-4-fluoro-phenyl)methyl]-7-methyl-2,7-diazaspiro[3.4]octane